(4-(1,2,4,5-tetrazin-3-yl)benzyl)-4-fluorobenzamide N1=NC(=NN=C1)C1=CC=C(CC2=C(C(=O)N)C=CC(=C2)F)C=C1